N-((1S)-1-(4,4-difluorocyclohexyl)-2-oxo-2-((2-(((S)-2-oxo-4-(trifluoromethyl)imidazolidin-1-yl)methyl)-2,3-dihydrobenzofuran-6-yl)amino)ethyl)-4-methyl-1,2,5-oxadiazole-3-carboxamide FC1(CCC(CC1)[C@@H](C(NC1=CC2=C(CC(O2)CN2C(N[C@@H](C2)C(F)(F)F)=O)C=C1)=O)NC(=O)C1=NON=C1C)F